C(#N)C1=CC(=C(C=N1)OC1=CC(=C2C(=N1)N(C=N2)C)NC2=CC=C(N=N2)C(=O)N(C)C)C 6-[[5-[(6-cyano-4-methyl-3-pyridinyl)oxy]-3-methyl-imidazo[4,5-b]pyridin-7-yl]amino]-N,N-dimethyl-pyridazine-3-carboxamide